1-(7Z,10Z,13Z,16Z-docosatetraenoyl)-2-(9Z,12Z-heptadecadienoyl)-glycero-3-phospho-(1'-sn-glycerol) CCCCC/C=C\C/C=C\C/C=C\C/C=C\CCCCCC(=O)OC[C@H](COP(=O)(O)OC[C@H](CO)O)OC(=O)CCCCCCC/C=C\C/C=C\CCCC